COCCN1N=C(C2=CC=CC=C12)C(=O)O 1-(2-methoxyethyl)-1H-indazole-3-carboxylic acid